3-(5-carboxypentyl)-1,1-dimethyl-2-(2-(quinolin-3-yl)vinyl)-1H-benzo[e]indole C(=O)(O)CCCCCN1C(C(C=2C3=C(C=CC12)C=CC=C3)(C)C)C=CC=3C=NC1=CC=CC=C1C3